1-[3-(3-methyl-1H-pyrazol-5-yl)-5-[(3R)-3-methylmorpholin-4-yl]-[1,2]thiazolo[4,5-b]pyridin-7-yl]cyclohexane-1-carboxamide CC1=NNC(=C1)C1=NSC=2C1=NC(=CC2C2(CCCCC2)C(=O)N)N2[C@@H](COCC2)C